(R)-N-(5-amino-1-(5-(2-methoxyphenyl)-1H-pyrazol-3-yl)pentyl)-2-(difluoromethoxy)benzamide NCCCC[C@H](C1=NNC(=C1)C1=C(C=CC=C1)OC)NC(C1=C(C=CC=C1)OC(F)F)=O